3-(2-bromoethyl)-1-oxo-2-oxa-8-azaspiro[4.5]decane-8-carboxylic acid tert-butyl ester C(C)(C)(C)OC(=O)N1CCC2(CC(OC2=O)CCBr)CC1